diethoxy(methyl)phosphane C(C)OP(C)OCC